7-(4-bromo-3-chloro-benzoyl)-2-[4-(cyclopropoxy)phenyl]-3-oxo-N-[rac-(1S)-1-[4-(difluoromethoxy)-2-fluoro-phenyl]ethyl]-6,8-dihydro-5H-imidazo[1,5-a]pyrazine-1-carboxamide BrC1=C(C=C(C(=O)N2CC=3N(CC2)C(N(C3C(=O)N[C@@H](C)C3=C(C=C(C=C3)OC(F)F)F)C3=CC=C(C=C3)OC3CC3)=O)C=C1)Cl |r|